N[C@H]1C[C@H](N(CC1)C(=O)N1CC2(CCCC2)[C@@H](CC1)CN1C(C=C(C=C1)C1=CC=CC=C1)=O)C1=CC(=CC(=C1)F)F 1-(((R)-7-((2S,4R)-4-Amino-2-(3,5-difluorophenyl)piperidine-1-carbonyl)-7-azaspiro[4.5]decan-10-yl)methyl)-4-phenylpyridin-2(1H)-one